8-cyclopentyl-6-(difluoromethyl-d)-2-((1-((methyl-d3)sulfonyl)piperidin-4-yl-3,3,4,5,5-d5)-amino)pyrido[2,3-d]pyrimidin-7(8H)-one C1(CCCC1)N1C(C(=CC2=C1N=C(N=C2)NC2(C(CN(CC2([2H])[2H])S(=O)(=O)C([2H])([2H])[2H])([2H])[2H])[2H])C([2H])(F)F)=O